1-propene-1,2,3-tricarboxylic acid C(=C(CC(=O)O)C(=O)O)C(=O)O